C(C1=CC=CC=C1)OC=1C=CC(=NC1)N1CCOCC1 4-(5-(benzyloxy)pyridin-2-yl)morpholine